3-((3-((3S,5S,7S)-adamantan-1-yl)propanoyl)oxy)-2-(((Nα,Nα-dimethyl-L-histidyl)oxy)methyl)propyl (9Z,12Z)-octadeca-9,12-dienoate C(CCCCCCC\C=C/C\C=C/CCCCC)(=O)OCC(COC(CCC12CC3CC(CC(C1)C3)C2)=O)COC([C@@H](N(C)C)CC2=CNC=N2)=O